((2-(trimethylsilyl)ethoxy)methyl)-1,1',2',3-tetrahydrospiro[indene-2,3'-pyrrolo[2,3-b]pyridine]-5-carboxylate C[Si](CCOCOC(=O)C=1C=C2CC3(CNC4=NC=CC=C43)CC2=CC1)(C)C